COC=1C=C2C(=C(C=NC2=CC1)C(=O)NC1CCN(CC1)C)N1CCC2(OCCO2)CC1 6-methoxy-N-(1-methylpiperidin-4-yl)-4-(1,4-dioxa-8-azaspiro[4.5]decan-8-yl)quinoline-3-carboxamide